2-[3-[(3S)-3-benzyloxybutoxy]propyl]-4-bromo-triazole [(3S)-3-benzyloxybutyl]4-methylbenzenesulfonate C(C1=CC=CC=C1)O[C@H](CCOS(=O)(=O)C1=CC=C(C=C1)C)C.C(C1=CC=CC=C1)O[C@H](CCOCCCN1N=CC(=N1)Br)C